BrC=1C=C(SC1)C1=CN=CC(=N1)C1=CC(=C(C=C1)C1(COC1)O)OC 3-(4-(6-(4-bromothiophen-2-yl)pyrazin-2-yl)-2-methoxyphenyl)oxetan-3-ol